C(#N)C1=C(C=C(OC2(CCCCC2)C2=C(N=NC(=C2)N2CC(C2)C=O)C(=O)N)C=C1)C1CC1 (1r,4r)-4-((4-cyano-3-cyclopropylphenoxy)cyclohexyl)-6-(3-formylazetidin-1-yl)pyridazin-3-carboxamide